7-(2,8-dimethylimidazo[1,2-b]pyridazin-6-yl)-2-(4-piperidinyl)thiazolo[3,2-a]pyrimidin-5-one CC=1N=C2N(N=C(C=C2C)C=2N=C3N(C(C2)=O)C=C(S3)C3CCNCC3)C1